ClC=1C(=CC(=C(C1)C1=C(C=C(C=C1)F)C(C)O)F)C(=O)NC=1C=NC(=C(C1)Cl)N1N=CC=N1 5-chloro-N-(5-chloro-6-(2H-1,2,3-triazol-2-yl)pyridin-3-yl)-2,4'-difluoro-2'-(1-Hydroxyethyl)-[1,1'-biphenyl]-4-carboxamide